(3-(difluoromethoxy)-5-methoxyphenyl)(methyl)carbamoyl chloride FC(OC=1C=C(C=C(C1)OC)N(C(=O)Cl)C)F